6-fluoro-8-methoxy-4-oxo-1,4-dihydro-3-quinolinecarboxylic acid FC=1C=C2C(C(=CNC2=C(C1)OC)C(=O)O)=O